C(CS)(=O)OC(F)F.[K] potassium difluoromethyl thioglycolate